C(C1=CC=CC=C1)NC(\C=C/C1=CC(=CC=C1)Cl)=O (Z)-N-benzyl-3-(3-chlorophenyl)acrylamide